BrC=1C(=NC(=CC1)C(F)(F)F)O 3-bromo-6-(trifluoromethyl)pyridin-2-ol